[O-]C(=O)CCCCCCCCC.[O-]C(=O)CCCCCCCCC.C(CCCCCCC)(=O)[O-].C(CCCCCCC)(=O)[O-].[Te+4] tellurium dioctanoate dicaprate